BrC1=C(C=C2C(=C(C(=NC2=C1F)N1CC(C1)N(C)C)[N+](=O)[O-])NC1C2CN(C1C2)C(=O)OC(C)(C)C)Cl tert-butyl (endo)-5-((7-bromo-6-chloro-2-(3-(dimethylamino)azetidin-1-yl)-8-fluoro-3-nitroquinolin-4-yl)amino)-2-azabicyclo[2.1.1]hexane-2-carboxylate